tert-butyl (R)-3-(((R)-tert-butylsulfinyl)amino)-7-fluoro-3H-spiro[benzofuran-2,4'-piperidine]-1'-carboxylate C(C)(C)(C)[S@@](=O)N[C@@H]1C2=C(OC13CCN(CC3)C(=O)OC(C)(C)C)C(=CC=C2)F